3-Bromo-N,N-dimethylaniline CN(C)C1=CC(=CC=C1)Br